ClCCNS(=O)(=O)C1=CC=C(C=C1)OC(C)C N-(2-chloroethyl)-4-isopropoxybenzenesulfonamide